BrC1=CC=C(C(=O)NNC(CC(C)(C)C)=O)C=C1 4-bromo-N'-(3,3-dimethylbutyryl)benzoyl-hydrazine